ethyl 2-(5-amino-3-phenyl-4-(4-sulfamoylbenzyl)-1H-pyrazol-1-yl)oxazole-4-carboxylate NC1=C(C(=NN1C=1OC=C(N1)C(=O)OCC)C1=CC=CC=C1)CC1=CC=C(C=C1)S(N)(=O)=O